1-methyl-6-oxothieno[2'',3'':4',5']thieno[2',3':4,5]pyrrolo[1,2-a]quinoxaline-5(6H)-carboxylic acid tert-butyl ester C(C)(C)(C)OC(=O)N1C(C=2N(C=3C(=CC=CC13)C)C1=C(C2)SC2=C1SC=C2)=O